ClC=1C(=C(C=CC1F)NC1=NC=NC2=CC=C(C(=C12)C1=CC(=CC=C1)OC)NC(C=CC1N(CCC1)C)=O)F N-(4-((3-chloro-2,4-difluorophenyl)amino)-5-(3-methoxyphenyl)quinazolin-6-yl)-3-(1-methylpyrrolidin-2-yl)acrylamide